2-(4-(tert-butyl)-1H-1,2,3-triazol-1-yl)-N-(4-(6-methoxy-7-(piperidin-4-ylmethoxy)quinazolin-4-yl)phenyl)acetamide C(C)(C)(C)C=1N=NN(C1)CC(=O)NC1=CC=C(C=C1)C1=NC=NC2=CC(=C(C=C12)OC)OCC1CCNCC1